C(C)(=O)O.CC1OCCCC1N 2-methyltetrahydro-2H-pyran-3-ylamine acetate